FC=1C(=C(C2=C(CN3[C@@H](CO2)CNCC3)C1)F)C1=C(C=CC=C1F)CO {2-[(12aR)-8,10-difluoro-1,2,3,4,12,12a-hexahydro-6H-pyrazino[2,1-C][1,4]benzooxazepin-9-yl]-3-fluorophenyl}methanol